(R)-3-cyclohexenecarboxylate [C@@H]1(CC=CCC1)C(=O)[O-]